[N+](=O)([O-])N([C@@H](CCCNC(N)=N)C(=O)O)C nitro-N-methyl-arginine